C(C)OC(CC(=O)C1CC1)=O.FC1CC(N(C1)C(CC=1OC(=CN1)C)=O)C(=O)N 4-fluoro-1-[2-(5-methyl-1,3-oxazol-2-yl)acetyl]pyrrolidine-2-carboxamide ethyl-3-cyclopropyl-3-oxo-propanoate